(3S,5S)-5-fluoro-N-[(2-methylpyridin-4-yl)methyl]-1-(pyrazin-2-yl)piperidin-3-amine F[C@H]1C[C@@H](CN(C1)C1=NC=CN=C1)NCC1=CC(=NC=C1)C